C(C)(C)(C)N1N=C(C(=C1NC(OC1CC(C1)F)=O)C)C1CC(C1)(F)F (1s,3s)-3-fluorocyclobutyl (1-(tert-butyl)-3-(3,3-difluorocyclobutyl)-4-methyl-1H-pyrazol-5-yl)carbamate